2-trifluoromethyl-3-ethoxydodecafluorohexane FC(C(C(F)(F)F)(C(C(C(C(F)(F)F)(F)F)(F)F)(OCC)F)F)(F)F